(R)-(3-aminopyrrolidin-1-yl)(2-(1-(3-hydroxypropyl)-2,3-dihydro-1H-pyrrolo[1,2,3-de]quinoxalin-5-yl)-7-methoxy-1-methyl-1H-benzo[d]imidazol-5-yl)methanone N[C@H]1CN(CC1)C(=O)C1=CC2=C(N(C(=N2)C2=CC=3C=4N2CCN(C4C=CC3)CCCO)C)C(=C1)OC